2-(6-(((1S,2R,3R,5S)-2-fluoro-1,5-dimethyl-8-azabicyclo[3.2.1]oct-6-en-3-yl)(methyl)amino)pyridazin-3-yl)-5-(2-methoxypyridin-4-yl)phenol F[C@H]1[C@@]2(C=C[C@](C[C@H]1N(C1=CC=C(N=N1)C1=C(C=C(C=C1)C1=CC(=NC=C1)OC)O)C)(N2)C)C